ClC1=CC=C2C(=N1)C(N(S2(=O)=O)C)=O 5-chloro-2-methyl-1H-1λ6-[1,2]thiazolo[4,5-b]pyridin-1,1,3(2H)-trione